ClC1=NN=CN1C1=CC=CC=C1 3-chloro-4-phenyl-4H-1,2,4-triazole